3-nitro-azelaic acid dimethyl ester COC(CC(CCCCCC(=O)OC)[N+](=O)[O-])=O